5-ethyl-6-methoxypicolinaldehyde C(C)C=1C=CC(=NC1OC)C=O